C1(NC=CC2=CC=NC=C12)=O 2H-2,7-naphthyridin-1-one